3-Hydroxypropyl undec-10-enoate C(CCCCCCCCC=C)(=O)OCCCO